(2-Aminoethylamino)-8-methoxy-12H-benzothiopyrano[2,3-c]Quinolin-12-one NCCNC1=C2C3=C(C=NC2=CC=C1)SC1=C(C3=O)C=CC=C1OC